C(=O)[C@H]1C[C@H](C1)C(=O)N([C@H](C(=O)OC(C)(C)C)C(C)C)C cis-tert-butyl (2S)-2-[(3-formylcyclobutanecarbonyl)-methyl-amino]-3-methyl-butanoate